N1(CCOCC1)C1=CC2=C(C=3N(C(N2)=O)C(C(N3)=O)C(C)C)N=C1 8-(morpholin-4-yl)-3-(propan-2-yl)imidazo[1,2-c]pyrido[2,3-e]pyrimidine-2,5(3H,6H)-dione